C(C1=CC=CC=C1)N1N=NN=C1CCl 1-benzyl-5-(chloromethyl)tetrazole